C1CCC(=O)C(=O)C1 CYCLOHEXANEDIONE